N-((6-(thiazol-4-ylmethoxy)-5-(trifluoromethyl)-1H-indol-2-yl)methyl)-1-methyl-cyclopropane-1-carboxamide S1C=NC(=C1)COC1=C(C=C2C=C(NC2=C1)CNC(=O)C1(CC1)C)C(F)(F)F